N1=C(C=CC=C1)/C=C/C1=NN(C2=CC=C(C=C12)C(=O)O)C1OCCCC1 (E)-3-(2-(pyridin-2-yl)vinyl)-1-(tetrahydro-2H-pyran-2-yl)-1H-indazole-5-carboxylic acid